FC=1C=NN(C1)C1=CC=C(C=N1)[C@H](CC)NC1=CC=C(C=N1)C=1C=2N(C=C(C1)OCC(C)(C)O)N=CC2C#N (S)-4-(6-((1-(6-(4-fluoro-1H-pyrazol-1-yl)pyridin-3-yl)propyl)amino)pyridin-3-yl)-6-(2-hydroxy-2-methylpropoxy)pyrazolo[1,5-a]pyridine-3-carbonitrile